C(CCCCCCCCCCC)(=O)[O-].[Zn+2].CC1=C(C(=CC=C1)C)NC(CN1CCCCC1)=O.C(CCCCCCCCCCC)(=O)[O-] N-(2,6-dimethylphenyl)-2-(piperidin-1-yl)acetamide zinc laurate salt